ClC=1C=C(C=C(C1)S(=O)(=O)C)NC(=O)C=1SC=C(C1)C1=C(C=CC=C1)OC N-(3-chloro-5-(methylsulfonyl)phenyl)-4-(2-methoxyphenyl)thiophene-2-carboxamide